4'-(3,6-bis(diphenylamino)-9H-carbazol-9-yl)-5-(pyridin-3-yl)-[1,1'-biphenyl]-2-carbonitrile C1(=CC=CC=C1)N(C=1C=CC=2N(C3=CC=C(C=C3C2C1)N(C1=CC=CC=C1)C1=CC=CC=C1)C1=CC=C(C=C1)C=1C(=CC=C(C1)C=1C=NC=CC1)C#N)C1=CC=CC=C1